FC(C)C=1C=C2C(=CC1)C(N(CC21CC1)CC(=O)NC1=NC=C(C=N1)F)=O 2-[6-(1-fluoroethyl)-1-oxospiro[3H-isoquinoline-4,1'-cyclopropane]-2-yl]-N-(5-fluoropyrimidin-2-yl)acetamide